ClC=1C=C(C=C(C1)S(=O)(=O)C)NC(=O)C1=CN(C(=C1)C)C1=NC=C(C=N1)S(=O)(=O)C N-(3-chloro-5-(methylsulfonyl)phenyl)-5-methyl-1-(5-(methylsulfonyl)pyrimidin-2-yl)-1H-pyrrole-3-carboxamide